methyl-(S)-2-formyl-6-methoxy-1-(2-(5-methoxy-1H-indol-3-yl)ethyl)-1,2,3,4-tetrahydroisoquinoline-7-carboxylate COC(=O)C1=C(C=C2CCN([C@H](C2=C1)CCC1=CNC2=CC=C(C=C12)OC)C=O)OC